1-(6-(2-chloro-5-fluoropyrimidin-4-yl)-4-isopropylquinolin-3-yl)cyclopentan-1-ol ClC1=NC=C(C(=N1)C=1C=C2C(=C(C=NC2=CC1)C1(CCCC1)O)C(C)C)F